C1(=CC=CC=C1)N(C(=O)C=1C=C(N(C1C)C)C=1C=C2CCN(CC2=CC1C(=O)N1CC2=CC=CC=C2C[C@H]1C)C(=O)N(C1=CC=CC=C1)C)C1=CC=CC=C1 6-[4-(diphenylcarbamoyl)-1,5-dimethyl-1H-pyrrol-2-yl]-N-methyl-7-{[(3R)-3-methyl-3,4-dihydroisoquinolin-2(1H)-yl]carbonyl}-N-phenyl-3,4-dihydroisoquinoline-2(1H)-carboxamide